(S)-1-((6-(7-chloroquinolin-4-yl)-4-methylpyridin-3-yl)oxy)-2,4-dimethylpentan-2-amine ClC1=CC=C2C(=CC=NC2=C1)C1=CC(=C(C=N1)OC[C@](CC(C)C)(N)C)C